CC=1C(=C(OC2=C(C#N)C=CC=C2)C=C(C1)C)CCC=O 2-(3,5-dimethyl-2-(3-oxopropyl)phenoxy)benzonitrile